CC(CC#C)(C)C1=NN=C(O1)C=1C(=CC2=C(NC([C@H](CS2)NC(OC(C)(C)C)=O)=O)C1)F tert-butyl N-[(3R)-7-[5-(1,1-dimethylbut-3-ynyl)-1,3,4-oxadiazol-2-yl]-8-fluoro-4-oxo-3,5-dihydro-2H-1,5-benzothiazepin-3-yl]carbamate